C(CCCCCCCCC\C=C/CCCCCCCC)(=O)[O-].[Nd+3].C(CCCCCCCCC\C=C/CCCCCCCC)(=O)[O-].C(CCCCCCCCC\C=C/CCCCCCCC)(=O)[O-] neodymium gondoate